ethyl 8-hydroxy-10-oxo-3-oxaspiro[5.5]undec-8-ene-11-carboxylate OC=1CC2(CCOCC2)C(C(C1)=O)C(=O)OCC